C1(CCCC2C3CCC=CC3=CC=C12)C(=O)N octahydrophenanthrene-1-carboxamide